5-(Pentyloxy)pentanal C(CCCC)OCCCCC=O